2,2-dimethyl-4-oxo-3,8,11,14-tetraoxa-5-azahexadecan CC(C)(OC(NCCOCCOCCOCC)=O)C